ClC1=CC(=C(N=N1)N[C@@H](CO)C)C(=O)N[C@H](C)C1=C(C(=CC=C1)C(F)(F)F)F 6-chloro-N-((R)-1-(2-fluoro-3-(trifluoromethyl)phenyl)ethyl)-3-(((R)-1-hydroxypropan-2-yl)amino)pyridazine-4-carboxamide